4-amino-3-((2,6-difluoro-3,5-dimethoxyphenyl)ethynyl)-N-butyl-1H-pyrazole NC=1C(=NN(C1)CCCC)C#CC1=C(C(=CC(=C1F)OC)OC)F